BrC1=CC(=C(OCC2=C(C=C(C=C2)C2C=3C(NC(C2)=O)=NNC3)OC(F)(F)F)C=C1)C(F)(F)F 4-(4-{[4-bromo-2-(trifluoromethyl)phenoxy]methyl}-3-(trifluoromethoxy)phenyl)-2H,4H,5H,6H,7H-pyrazolo[3,4-b]pyridin-6-one